Cl[Si]1(C[Si](CCC1)(CC)Cl)Cl 1,1,3-trichloro-3-ethyl-1,3-disilacyclohexane